NC1=C(C=NC(=C1)C(F)(F)F)C=1C=C2CCN(C(C2=CC1)=O)C=1C=CC(=C(C1)NS(=O)(=O)C)OCOCCOC N-(5-(6-(4-amino-6-(trifluoromethyl)pyridin-3-yl)-1-oxo-3,4-dihydroisoquinolin-2(1H)-yl)-2-((2-methoxyethoxy)methoxy)phenyl)methanesulfonamide